6-{8-{3-(1,3-benzothiazole-7-sulfonyl)propanoyl}-3,8-diazabicyclo[3.2.1]octan-3-yl}pyridine-3-carbonitrile S1C=NC2=C1C(=CC=C2)S(=O)(=O)CCC(=O)N2C1CN(CC2CC1)C1=CC=C(C=N1)C#N